C(C)(C)N1N=C(N=C1)C=1C=C(C(=O)OC)C=C(C1OC)[N+](=O)[O-] Methyl 3-(1-isopropyl-1H-1,2,4-triazol-3-yl)-4-methoxy-5-nitrobenzoate